CC=1C(=NC=C(C1)N1CC(CC1)(C1=CC=CC=C1)C)C(=O)NCCN1C(NC2(C1)CCN(CC2)C(=O)[O-])=O 3-(2-(3-methyl-5-(3-methyl-3-phenylpyrrolidin-1-yl)picolinamido)ethyl)-2-oxo-1,3,8-triazaspiro[4.5]decane-8-carboxylate